5-(((2R,3R)-3-hydroxy-1-(((R)-2-oxo-1-(1-(5-(trifluoromethyl)pyrimidin-2-yl)piperidin-4-yl)pyrrolidin-3-yl)oxy)butan-2-yl)amino)-4-(trifluoromethyl)pyridazin-3(2H)-one O[C@@H]([C@@H](CO[C@H]1C(N(CC1)C1CCN(CC1)C1=NC=C(C=N1)C(F)(F)F)=O)NC1=C(C(NN=C1)=O)C(F)(F)F)C